C(C)(C)(C)N(NC(=O)[O-])C(=O)[O-] 2-tert-butylhydrazine-1,2-dicarboxylate